CC1=CSC(=C1N(C(C)COC)C(=O)CCl)C (RS)-2-chloro-N-(2,4-dimethyl-3-thienyl)-N-(2-methoxy-1-methylethyl)acetamide